(1S,2R)-2-aminocyclopropane-1-formic acid N[C@H]1[C@H](C1)C(=O)O